[(4S,5R)-5-fluoro-1-(oxan-2-yl)-3-(trifluoromethyl)-5,6-dihydro-4H-cyclopenta[c]pyrazol-4-yl] benzoate C(C1=CC=CC=C1)(=O)O[C@@H]1[C@@H](CC=2N(N=C(C21)C(F)(F)F)C2OCCCC2)F